CCN(CC)C1=CC=C(C=C1)C=O 4-N,N-diethylaminobenzaldehyde